N[C@@H]1CN(CCC1)C1=C2C(=NC=C1NC(=O)C1=NC(=C(C=C1)F)C1=C(C=CC=C1F)F)C(CC2)=O N-{4-[(3S)-3-aminopiperidin-1-yl]-7-oxo-6,7-dihydro-5H-cyclopenta[b]pyridin-3-yl}-6-(2,6-difluorophenyl)-5-fluoropyridine-2-carboxamide